CN1CC(C1)(C)C=1N(C2=CC=CC(=C2C1C1=CC=C(C(=O)O)C=C1)O)C1=CC=C(C=C1)F 4-[2-(1,3-Dimethylazetidin-3-yl)-1-(4-fluorophenyl)-4-hydroxy-indol-3-yl]benzoic acid